Cl.N[C@H](C(=O)OC(C(=O)N(C)C)C(C)C)CC1=CC(=CC=C1)S(=O)(=O)N1CC(C1)(OC1=CC=CC=C1)C1=CC=C(C=C1)F 1-(Dimethylamino)-3-methyl-1-oxobutan-2-yl (2S)-2-amino-3-(3-{[3-(4-fluorophenyl)-3-phenoxyazetidin-1-yl]sulfonyl}phenyl)propanoate monohydrochloride